aluminum di(ethylacetoacetate) isopropoxide CC([O-])C.C(C)CC(CC(=O)[O-])=O.C(C)CC(CC(=O)[O-])=O.[Al+3]